(R)-4-(azetidin-2-ylmethoxy)-5-bromo-1-methyl-1H-pyrazole N1[C@H](CC1)COC=1C=NN(C1Br)C